[Cl-].[Cl-].C[Si](=[Zr+2](C1C(=CC2=C(C=3CCCC3C=C12)C1=CC(=CC(=C1)C)C)C)C1C(=CC2=C(C(=C(C=C12)C(C)(C)C)OC)C1=CC(=CC(=C1)C)C)C)C anti-dimethylsilanediyl[2-methyl-4-(3,5-dimethylphenyl)-5-methoxy-6-tert-butylinden-1-yl][2-methyl-4-(3,5-dimethylphenyl)-1,5,6,7-tetrahydro-s-indacen-1-yl]zirconium dichloride